N(=[N+]=[N-])C[C@@H]1[C@@H](O1)C(=O)OC Methyl (2R,3R)-3-(azidomethyl)oxirane-2-carboxylate